4-(2-[3-[(tert-butyldimethylsilyl)oxy]prop-1-yn-1-yl]-6-[3-(3-methylphenyl)-1H-pyrazol-1-yl]pyrimidin-4-yl)morpholine [Si](C)(C)(C(C)(C)C)OCC#CC1=NC(=CC(=N1)N1CCOCC1)N1N=C(C=C1)C1=CC(=CC=C1)C